2',3'-difluoro-N-(4-hydroxy-3-(methylsulfonylamino)phenyl)-[1,1'-biphenyl]-4-carboxamide FC1=C(C=CC=C1F)C1=CC=C(C=C1)C(=O)NC1=CC(=C(C=C1)O)NS(=O)(=O)C